p-aminobenzenesulfonic acid hydrochloride Cl.NC1=CC=C(C=C1)S(=O)(=O)O